pyridine-2-boronic acid N1=C(C=CC=C1)B(O)O